FC1=CC=C(C=C1)N(C(=O)C1(CC1)C(=O)N)C1=CC=C(C=C1)C(=O)C1=CN=C2N1C=CC(=C2)OC N-(4-fluorophenyl)-N-(4-(7-methoxyimidazo[1,2-a]pyridine-3-carbonyl)phenyl)cyclopropane-1,1-dicarboxamide